C(C1=CC=CC=C1)OC1=C(C=CC=C1)C(CCO)CCO 3-(2-(benzyloxy)phenyl)pentane-1,5-diol